C1(CC1)C1=C(C(=NO1)C1=C(C=CC=C1Cl)Cl)COC1(CCNCC1)C1=CC=C2C(=CN(C2=C1)C)C(=O)O 6-{4-[5-cyclopropyl-3-(2,6-dichloro-phenyl)-isoxazol-4-ylmethoxy]-piperidin-4-yl}-1-methyl-1H-indole-3-carboxylic acid